4,4,5,5-tetramethyl-2-(5-methylfuran-2-yl)-1,3,2-dioxaborolane CC1(OB(OC1(C)C)C=1OC(=CC1)C)C